5-(dimethylamino)-N-(4-(morpholinomethyl)phenyl)naphthalene-1-sulfonamide CN(C1=C2C=CC=C(C2=CC=C1)S(=O)(=O)NC1=CC=C(C=C1)CN1CCOCC1)C